2-[(1S)-1-aminoethyl]pyrimidine-5-carbonitrile N[C@@H](C)C1=NC=C(C=N1)C#N